4-(4-fluoro-3-(3-(isobutylamino)azetidine-1-carbonyl)benzyl)phthalazin-1(2H)-one FC1=C(C=C(CC2=NNC(C3=CC=CC=C23)=O)C=C1)C(=O)N1CC(C1)NCC(C)C